(E)-N'-(4-cyano-1-(2,6-dimethyl-3-((2-(trimethylsilyl)ethoxy)methoxy)phenyl)-2-(4-methylisoindoline-2-carbonyl)-1H-imidazol-5-yl)-N,N-dimethylformimidamide C(#N)C=1N=C(N(C1/N=C/N(C)C)C1=C(C(=CC=C1C)OCOCC[Si](C)(C)C)C)C(=O)N1CC2=CC=CC(=C2C1)C